N-(3-bromo-5-(methylsulfonamido)phenyl)-4-(pyridin-3-yl)thiophene-2-carboxamide BrC=1C=C(C=C(C1)NS(=O)(=O)C)NC(=O)C=1SC=C(C1)C=1C=NC=CC1